(S)-5-(4-aminophenyl)-1-methylpyrrolidin-2-one NC1=CC=C(C=C1)[C@@H]1CCC(N1C)=O